N-(4-bromopyridin-2-yl)-2-methoxypyrimidin-4-amine BrC1=CC(=NC=C1)NC1=NC(=NC=C1)OC